1-allyl-8-amino-6-chloro-3-(2-methoxyethyl)-7-methyl-3,4-dihydro-1H-benzo[c][1,2,6]thiadiazine 2,2-dioxide C(C=C)N1S(N(CC2=C1C(=C(C(=C2)Cl)C)N)CCOC)(=O)=O